(S)-1-methoxypentan-2-amine COC[C@H](CCC)N